3-[(tert-butoxycarbonyl)amino]-2-(5-methoxypyridin-3-yl)propionic acid C(C)(C)(C)OC(=O)NCC(C(=O)O)C=1C=NC=C(C1)OC